OC1=C(C=C(C=C1)NC(C1=CC=C(C=C1)SCC1=CC=C(C=C1)OC(F)(F)F)=O)S(=O)(=O)C N-(4-hydroxy-3-(methylsulfonyl)phenyl)-4-((4-(trifluoromethoxy)benzyl)thio)benzamide